C(C)(C)(C)OC(=O)N1[C@@H](CCC1)C=1C=C(C=C2CCN(CC12)C(=O)C1=NN(C=C1C)C1CC1)C=1C=C2C(=NC1)NC=C2C (S)-2-[2-(1-cyclopropyl-4-methyl-1H-pyrazole-3-carbonyl)-6-(3-methyl-1H-pyrrolo[2,3-b]pyridin-5-yl)-1,2,3,4-tetrahydroisoquinolin-8-yl]pyrrolidine-1-carboxylic acid tert-butyl ester